2-methyl-5-(chloromethyl)-thiazole CC=1SC(=CN1)CCl